(2R)-2-(6-{5-chloro-2-[(oxan-4-yl)amino]pyrimidin-4-yl}-1-oxo-2,3-dihydro-1H-isoindol-2-yl)-N-[(1S)-1-(3-chloro-5-methoxyphenyl)-2-hydroxyethyl]propanamide ClC=1C(=NC(=NC1)NC1CCOCC1)C1=CC=C2CN(C(C2=C1)=O)[C@@H](C(=O)N[C@H](CO)C1=CC(=CC(=C1)OC)Cl)C